1-oxa-1,3-butadiene O=CC=C